N-[(2-methylsulfonylphenyl)methyl]pyridazine-4-carboxamide CS(=O)(=O)C1=C(C=CC=C1)CNC(=O)C1=CN=NC=C1